3-methylthiophene-2-carboxylic acid ethyl ester C(C)OC(=O)C=1SC=CC1C